N1C(C=CC=C1)=O 1,2-dihydropyridin-2-one